NCCN1CCN(CC1)C1=CC=C(C=C1)C=1N=C2N(C(=CN=C2N)C=2C=C(C=CC2)C)C1 [4-[4-(2-aminoethyl)piperazin-1-yl]phenyl]-5-(m-tolyl)imidazo[1,2-a]pyrazin-8-amine